tert-butyl (2S,4R)-4-((3-(5-fluoro-2,4-dioxo-3,4-dihydropyrimidin-1(2H)-yl)pyrazolo[1,5-a]pyridin-5-yl)methyl)-2-methylpiperidine-1-carboxylate FC=1C(NC(N(C1)C=1C=NN2C1C=C(C=C2)C[C@H]2C[C@@H](N(CC2)C(=O)OC(C)(C)C)C)=O)=O